Picolinic Acid Amide N1=C(C=CC=C1)C(=O)N